N1CC(CC1)C1=CC=C(N=N1)C(=O)OC methyl 6-(tetrahydro-1H-pyrrol-3-yl)-1,2-diazine-3-carboxylate